tert-butyl (S)-4-amino-5-((2-(3-methoxyphenoxy)phenyl)amino)-5-oxopentanoate N[C@@H](CCC(=O)OC(C)(C)C)C(=O)NC1=C(C=CC=C1)OC1=CC(=CC=C1)OC